tert-butyl N-[[1-[5-(aminomethyl)-2-methylsulfanyl-pyrimidin-4-yl]pyrrolidin-3-yl]methyl]carbamate NCC=1C(=NC(=NC1)SC)N1CC(CC1)CNC(OC(C)(C)C)=O